CN1C(CCC2=CC(=CC=C12)C=1C=NC=C(C1)OC1CCN(CC1)C(CC)=O)=O 1-Methyl-6-[5-(1-propionyl-piperidin-4-yloxy)-pyridin-3-yl]-3,4-dihydro-1H-quinolin-2-one